(NE)-N-[(4-methylcyclohex-1,4-dien-1-yl)methylene]hydroxylamine glycerate carbon [C+4].C(C(O)CO)(=O)[O-].CC=1CC=C(CC1)\C=N\O.C(C(O)CO)(=O)[O-].C(C(O)CO)(=O)[O-].C(C(O)CO)(=O)[O-]